C(C1=CC=CC=C1)OC(=O)N[C@H](C(=O)N[C@@H](CCC(=O)OC(C)(C)C)C(=O)NC1=CC=C(C=C1)F)CC(=O)OC(C)(C)C tert-Butyl (S)-4-((S)-2-(((benzyloxy)carbonyl)amino)-4-(tert-butoxy)-4-oxobutanamido)-5-((4-fluorophenyl)amino)-5-oxopentanoate